N-[(3R,4S)-1-[(1R)-3,3-difluorocyclopentanecarbonyl]-4-fluoropyrrolidin-3-yl]-5-[4-acetamido-5-(trifluoromethyl)pyrrolo[2,1-f][1,2,4]triazin-7-yl]-2-methoxypyridine-3-carboxamide FC1(C[C@@H](CC1)C(=O)N1C[C@H]([C@H](C1)F)NC(=O)C=1C(=NC=C(C1)C1=CC(=C2C(=NC=NN21)NC(C)=O)C(F)(F)F)OC)F